isopropyl formate (isopropyl formate) C(C)(C)C(=O)O.C(=O)OC(C)C